1,5-dimethyl-2-nitroiminohexahydro-1,3,5-triazine CN1C(NCN(C1)C)=N[N+](=O)[O-]